2,6-dioxaoctane COCCCOCC